N-(4-(6-(1-propenylpiperidin-3-yl)-3-amino-1H-pyrazolo[4,3-c]pyridin-4-yl)benzyl)-5-fluoro-2-methoxybenzamide C(=CC)N1CC(CCC1)C1=CC2=C(C(=N1)C1=CC=C(CNC(C3=C(C=CC(=C3)F)OC)=O)C=C1)C(=NN2)N